COC1=C(C=C(C(=C1)NC)N)NC1=NC=CC(=N1)C1=CN(C2=CC=CC=C12)C 5-methoxy-N1-methyl-N4-[4-(1-methylindol-3-yl)pyrimidin-2-yl]benzene-1,2,4-triamine